(+-)-cis-N-[8-amino-6-(2-methoxy-4-methyl-3-pyridinyl)-3-isoquinolinyl]-2-fluoro-cyclopropanecarboxamide NC=1C=C(C=C2C=C(N=CC12)NC(=O)[C@H]1[C@H](C1)F)C=1C(=NC=CC1C)OC |r|